ClC1=NC(=C2N=C(N(C2=N1)C1OCCCC1)C(C)O)Cl racemic-1-(2,6-dichloro-9-(tetrahydro-2H-pyran-2-yl)-9H-purin-8-yl)ethanol